FC(C(=O)[O-])CC1=CC=CC=C1 fluorohydrocinnamate